(E)-4-(4-(trifluoromethyl)phenyl)but-2-enal FC(C1=CC=C(C=C1)C/C=C/C=O)(F)F